Cl.COC(C1=CC=C(C=C1)C1CNCCC1=O)=O.ClC=1C=C2C(=CC(=NC2=CC1)C(F)(F)F)N[C@@H]1C[C@@H](CCC1)NC(C1=CC=C(C=C1)N(S(=O)(=O)C)C)=O N-[(1R,3S)-3-{[6-chloro-2-(trifluoromethyl)quinolin-4-yl]amino}cyclohexyl]-4-(N-methylmethanesulfonamido)benzamide methyl-4-(4-oxopiperidin-3-yl)benzoate HCl salt